2,4,6-triethylbenzenesulfinic acid potassium salt [K+].C(C)C1=C(C(=CC(=C1)CC)CC)S(=O)[O-]